FC1=C(C=C2CC(N(C2=C1)C)=O)[N+](=O)[O-] 6-fluoro-1-methyl-5-nitroindolin-2-one